1-(4'-cyclopropyl-6'-methoxy-[2,5'-bipyrimidin]-4-yl)-1-(4-(1-isopropyl-4-(trifluoromethyl)-1H-imidazol-2-yl)phenyl)ethan-1-ol C1(CC1)C1=NC=NC(=C1C1=NC=CC(=N1)C(C)(O)C1=CC=C(C=C1)C=1N(C=C(N1)C(F)(F)F)C(C)C)OC